4-(4-((6-((6-Phenylquinolin-4-yl)thio)hexyl)amino)phenyl)piperazine-1-carboxylic acid tert-butyl ester C(C)(C)(C)OC(=O)N1CCN(CC1)C1=CC=C(C=C1)NCCCCCCSC1=CC=NC2=CC=C(C=C12)C1=CC=CC=C1